(S)-N-(5-chloro-6-(2H-1,2,3-triazol-2-yl)pyridin-3-yl)-2,8,8-trimethyl-7,8-dihydro-6H-cyclopenta[e]pyrazolo[1,5-a]pyrimidine-6-carboxamide ClC=1C=C(C=NC1N1N=CC=N1)NC(=O)[C@H]1CC(C2=C1C=NC=1N2N=C(C1)C)(C)C